5-(3-phenoxyazetidin-1-yl)-1,3-thiazole-4-carboxylic acid O(C1=CC=CC=C1)C1CN(C1)C1=C(N=CS1)C(=O)O